Cl.FC(S(=O)(=O)NC1CCC(CC1)CC(C)(C)NC[C@H](O)C1=CC(=CC=C1)F)(F)F 1,1,1-Trifluoro-N-((1R,4r)-4-(2-(((R)-2-(3-fluorophenyl)-2-hydroxyethyl)-amino)-2-methylpropyl)cyclohexyl)methanesulfonamide hydrochloride